C(C1=CC=CC=C1)OC(/C=C/C=1[C@](CCCC1)(C(=O)OCC1=CC=CC=C1)CCC)=O Benzyl (S,E)-2-(3-(benzyloxy)-3-oxoprop-1-en-1-yl)-1-propylcyclohex-2-ene-1-carboxylate